1-(6-(3-(4-phenoxyphenyl)-1H-pyrazolo[3,4-d]pyrimidin-1-yl)-2-azaspiro[3.3]heptan-2-yl)-4-(piperidin-1-yl)but-2-yn-1-one O(C1=CC=CC=C1)C1=CC=C(C=C1)C1=NN(C2=NC=NC=C21)C2CC1(CN(C1)C(C#CCN1CCCCC1)=O)C2